ClC1=C(C(=CC=C1)F)NC(=O)C1=CC(=C(C=C1O[C@H](C(F)(F)F)C)N1N=C2N(C[C@@H](CC2)C(=O)O)C1=O)F |&1:29| 2-(4-[(2-chloro-6-fluorophenyl)carbamoyl]-2-fluoro-5-{[(2S)-1,1,1-trifluoroprop-2-yl]oxy}phenyl)-3-oxo-2,3,5,6,7,8-hexahydro[1,2,4]triazolo[4,3-a]pyridine-6-(R,S)-carboxylic acid